C(#N)C1=CC=C(C=C1)CCC(=O)N(CC1=CC=C(C=C1)C1CCCCC1)C1=CC=C(C=C1)B(O)O (4-(3-(4-cyanophenyl)-N-(4-cyclohexylbenzyl)propanamido)phenyl)boronic acid